[6-[(4-tert-butyl-1H-imidazol-2-yl)methyl]-2,6-diazaspiro[3.3]heptan-2-yl]-[6-(3-cyclopropyl-1,2,4-triazol-1-yl)-2-azaspiro[3.3]heptan-2-yl]methanone C(C)(C)(C)C=1N=C(NC1)CN1CC2(CN(C2)C(=O)N2CC3(C2)CC(C3)N3N=C(N=C3)C3CC3)C1